C[C@@H]1CN(C[C@@H](O1)C)C(=O)C=1C2=C(N(N1)CC(=O)N1CCC(CC1)C1=C(C=CC(=C1)F)C)CCC2 2-{3-[(2R,6S)-2,6-Dimethylmorpholin-4-carbonyl]-5,6-dihydrocyclopenta[c]pyrazol-1(4H)-yl}-1-[4-(5-fluoro-2-methylphenyl)piperidin-1-yl]ethan-1-on